N-methyl-1-[4-(2-methyl-4-pyridinyl)phenyl]methanamine dihydrochloride Cl.Cl.CNCC1=CC=C(C=C1)C1=CC(=NC=C1)C